methyl 2-(5-fluoro-2-methoxyphenyl)-2-(7-iodo-4-oxo-2H-benzo[e][1,3]oxazin-3(4H)-yl)acetate FC=1C=CC(=C(C1)C(C(=O)OC)N1COC2=C(C1=O)C=CC(=C2)I)OC